N-(2-{9-amino-1,4-dioxa-7-azaspiro[4.4]nonan-7-yl}-5,6,7,8-tetrahydroquinolin-6-yl)-5-chloro-7-ethyl-7H-pyrrolo[2,3-c]pyridazine-3-carboxamide NC1CN(CC12OCCO2)C2=NC=1CCC(CC1C=C2)NC(=O)C2=CC1=C(N=N2)N(C=C1Cl)CC